1-ethyl-2-propyl trans-3,6-dimethylcyclohex-4-ene-1,2-dicarboxylate CC1C(C(C(C=C1)C)C(=O)OC(CCC)C)C(=O)[O-]